C(\C=C(\C)/CCC=C(C)C)CC(=O)[O-] nerylacetat